(1R,3S,5R)-2-((2-((5-((4,4-difluorocyclohexyl)amino)pentyl)oxy)-4-methylphenyl)sulfonyl)-2-azabicyclo[3.1.0]hexane-3-carboxylic acid FC1(CCC(CC1)NCCCCCOC1=C(C=CC(=C1)C)S(=O)(=O)N1[C@@H]2C[C@@H]2C[C@H]1C(=O)O)F